C(#N)C1=CC(=CC=2N=C(OC21)C=2C(=C(C=CC2)C2=C(C(=CC=C2)NC=2C1=C(N=C(N2)C)C=C(C=N1)CN1CC(CC1)O)C)C)CN1CCC(CC1)C(=O)O 1-((7-cyano-2-(3'-(7-((3-hydroxypyrrolidin-1-yl)methyl)-2-methylpyrido[3,2-d]pyrimidin-4-ylamino)-2,2'-dimethylbiphenyl-3-yl)benzo[d]oxazol-5-yl)methyl)piperidine-4-carboxylic acid